1-(3-(4-Methoxyphenyl)-1,2,4-oxadiazol-5-yl)-N-((1-(4-methylbenzoyl)pyrrolidin-3-yl)methyl)piperidine-4-carboxamide COC1=CC=C(C=C1)C1=NOC(=N1)N1CCC(CC1)C(=O)NCC1CN(CC1)C(C1=CC=C(C=C1)C)=O